C(C)(C)(C)OC(=O)N1C[C@H](CC1)CN=[N+]=[N-] (S)-3-(azidomethyl)pyrrolidine-1-carboxylic acid tert-butyl ester